(rac)-(2'S,3'R)-6-chloro-3'-(3-chlorophenyl)-1'-(cyclopropylmethyl)spiro[indoline-3,2'-piperidine]-2,6'-dione ClC1=CC=C2C(=C1)NC([C@@]21N(C(CC[C@@H]1C1=CC(=CC=C1)Cl)=O)CC1CC1)=O |r|